6-(difluoromethoxy)-N-((6-ethyl-1-methyl-1H-benzimidazol-7-yl)methyl)nicotinamide FC(OC1=NC=C(C(=O)NCC2=C(C=CC3=C2N(C=N3)C)CC)C=C1)F